OC1=CC(=CC(=C1C1C(CCC(=C1)C)C(=C)C)OP(=O)(OC)CCC(=O)OCC)CCCCC ethyl 3-(((6-hydroxy-5'-methyl-4-pentyl-2'-(prop-1-en-2-yl)-1',2',3',4'-tetrahydro-[1,1'-biphenyl]-2-yl)oxy)(methoxy)phosphoryl)propanoate